ethyl 7-[3-(bromomethyl)-1-(2-methoxyethyl)-5-methyl-1H-pyrazol-4-yl]-1-[3-(methylamino)propyl]-3-[3-(naphthalen-1-yloxy)propyl]-1H-indole-2-carboxylate hydrochloric acid salt Cl.BrCC1=NN(C(=C1C=1C=CC=C2C(=C(N(C12)CCCNC)C(=O)OCC)CCCOC1=CC=CC2=CC=CC=C12)C)CCOC